C(#N)C1=C(C2=C(CN(C[C@H]2C2=C(C(=CC=C2)F)C=2C(=NN(C2)CC)C(F)(F)F)C(/C=C/CN(C(OC(C)(C)C)=O)C)=O)S1)C tert-butyl (S,E)-(4-(2-cyano-4-(2-(1-ethyl-3-(trifluoromethyl)-1H-pyrazol-4-yl)-3-fluorophenyl)-3-methyl-4,7-dihydrothieno[2,3-c]pyridin-6(5H)-yl)-4-oxobut-2-en-1-yl)(methyl)carbamate